methyl 3-(2-(tert-butoxy)-2-oxoethyl)-2-imino-5-methoxy-2,3-dihydrobenzo[d]thiazole-6-carboxylate C(C)(C)(C)OC(CN1C(SC2=C1C=C(C(=C2)C(=O)OC)OC)=N)=O